2-[(dichloro-fluoro-methyl)-thio]-1H-isoindole-1,3(2H)-dione ClC(SN1C(C2=CC=CC=C2C1=O)=O)(F)Cl